ClC1=CC(=C(C=O)C=C1)OC1=NC=C(C=C1)C1=CN=C(N1C)CO 4-Chloro-2-((5-(2-(hydroxymethyl)-1-methyl-1H-imidazol-5-yl)pyridin-2-yl)oxy)benzaldehyde